[O-2].[Fe+2].[Ag+].[Au+3].[O-2].[O-2] gold-silver iron oxide